(hydroxymethyl)-3-(2-((S)-3-hydroxypyrrolidin-1-yl)-2-oxoethoxy)-4-(4-(3,4,5-trifluorophenyl)-1H-1,2,3-triazol-1-yl)tetrahydro-2H-pyran-2-carboxamide OCC1(OCCC(C1OCC(=O)N1C[C@H](CC1)O)N1N=NC(=C1)C1=CC(=C(C(=C1)F)F)F)C(=O)N